FC=1C=C(C(=NC1)N1CCN(CC1)[C@H]1CC2(CN(C2)C(=O)OCC)CC1)C1(CCOCC1)F ethyl (6R)-6-[4-[5-fluoro-3-(4-fluorotetrahydropyran-4-yl)-2-pyridyl]piperazin-1-yl]-2-azaspiro[3.4]octane-2-carboxylate